[OH-].C1(CCCCC1)(CC[N+]1(CCCC1)CC)CC[N+]1(CCCC1)CC.[OH-] 1,1'-(cyclohexane-1,1-diylbis(ethane-2,1-diyl))bis(1-ethylpyrrolidin-1-ium) Hydroxide